phenylmaleic hydride C1(=CC=CC=C1)/C(/C=O)=C/C=O